COC=1C(=C(C(=CC1)C)C=1C=C(C=C2C=NNC12)C(=O)N)C 7-(3-methoxy-2,6-dimethylphenyl)-1H-indazole-5-carboxamide